ClC1=CC(=C(C=C1)[N+](=O)[O-])OC(F)F 4-chloro-2-(difluoromethoxy)-1-nitrobenzene